6-(((tert-butyldiphenylsilyl)oxy)methyl)-2-oxa-5-azabicyclo[2.2.1]heptane-5-carboxylic acid tert-butyl ester C(C)(C)(C)OC(=O)N1C2COC(C1CO[Si](C1=CC=CC=C1)(C1=CC=CC=C1)C(C)(C)C)C2